tert-butyl ((6-(oxazol-4-ylmethoxy)-1-tosyl-5-(trifluoromethoxy)-1H-indol-2-yl)methyl)carbamate O1C=NC(=C1)COC1=C(C=C2C=C(N(C2=C1)S(=O)(=O)C1=CC=C(C)C=C1)CNC(OC(C)(C)C)=O)OC(F)(F)F